1,2-diphenyl-4-hydroxy-7-(1,10-phenanthroline-2-yl)-1H-benzimidazole C1(=CC=CC=C1)N1C(=NC2=C1C(=CC=C2O)C2=NC1=C3N=CC=CC3=CC=C1C=C2)C2=CC=CC=C2